CN1N=CC(=C1)C1=CC(=C2C=NC=NC2=C1)C=1C=NC(=CC1)N1CCN(CC1)CC1=NC=CC=C1 7-(1-Methyl-1H-pyrazol-4-yl)-5-(6-(4-(pyridin-2-ylmethyl)piperazin-1-yl)pyridin-3-yl)quinazoline